ClC1=CC=C(CNC=2C=C(C=CC2)C=2C=C(C(=NC2)C(=O)NCC(C(=O)O)(C)C)O)C=C1 3-(5-(3-((4-Chlorobenzyl)amino)phenyl)-3-hydroxypicolinamido)-2,2-dimethylpropionic acid